4-(dibenzylamino)-2-fluorobenzoic acid C(C1=CC=CC=C1)N(C1=CC(=C(C(=O)O)C=C1)F)CC1=CC=CC=C1